3-(3-((2-((2-ethyl-4-(4-methylpiperazin-1-yl)phenyl)amino)-5-(trifluoromethyl)pyrimidin-4-yl)amino)propyl)-1,1-dimethylurea C(C)C1=C(C=CC(=C1)N1CCN(CC1)C)NC1=NC=C(C(=N1)NCCCNC(N(C)C)=O)C(F)(F)F